ClC1=C(C=CC(=C1)F)C1=C(C(=NC=2C=C(CCC12)C1=C(N=CS1)C)N1CC2(CN(C2)C(C=C)=O)CC1)C#N (M)-4-(2-chloro-4-fluorophenyl)-7-(4-methyl-1,3-thiazol-5-yl)-2-(2-(2-propenoyl)-2,6-diazaspiro[3.4]octan-6-yl)-5,6-dihydro-3-quinolinecarbonitrile